[SH3+].CC1=C(C=C)C(=CC(=C1)C)C 2,4,6-Trimethylstyrene sulfonium salt